C1(CC1)C1=NNC(=N1)C1CC2(CN(C2)C(=O)N2CC3(C2)CC(C3)OC=3C=NC=C(C3)C(F)(F)F)C1 [6-(3-cyclopropyl-1H-1,2,4-triazol-5-yl)-2-azaspiro[3.3]heptan-2-yl]-[6-[[5-(trifluoromethyl)-3-pyridyl]oxy]-2-azaspiro[3.3]heptan-2-yl]methanone